4-(2-benzyl-2,8-diazaspiro[4.5]decan-8-yl)-2-(pyridin-4-yl)pyrido[3,4-d]pyrimidine C(C1=CC=CC=C1)N1CC2(CC1)CCN(CC2)C=2C1=C(N=C(N2)C2=CC=NC=C2)C=NC=C1